FC1=CC=C(C2=NON=C21)N 4-fluoro-2,1,3-benzoxadiazol-7-amine